(1S,2S,3R)-N-(8-amino-7-fluoro-6-(4-methylpyridin-3-yl)isoquinolin-3-yl)-2-(1-(2-(3-hydroxyazetidin-1-yl)ethyl)-1H-pyrazol-4-yl)-3-methylcyclopropanecarboxamide NC=1C(=C(C=C2C=C(N=CC12)NC(=O)[C@@H]1[C@H]([C@H]1C)C=1C=NN(C1)CCN1CC(C1)O)C=1C=NC=CC1C)F